ClC1=CC=C(C=N1)NC1=NC=CC2=CC(=CC=C12)OCC1(CCC1)OC N-(6-chloropyridin-3-yl)-6-((1-methoxycyclobutyl)methoxy)isoquinolin-1-amine